2-(4-(chloromethyl)phenyl)propanamide ClCC1=CC=C(C=C1)C(C(=O)N)C